C1COC(=O)[C@@H]1O R-(+)-α-hydroxy-γ-butyrolactone